2-(2-((((1R,4R)-4-((8-Chloro-7-methylchinolin-2-yl)amino)cyclohexyl)methyl)amino)pyrimidin-5-yl)-2-hydroxy-N-(oxetan-3-yl)acetamid ClC=1C(=CC=C2C=CC(=NC12)NC1CCC(CC1)CNC1=NC=C(C=N1)C(C(=O)NC1COC1)O)C